C(C1=CC=CC=C1)OCCC1CC(C(N1)=O)(CC)CC 5-(2-(benzyloxy)ethyl)-3,3-diethylpyrrolidin-2-one